2-(4-cyclohexylphenyl)-1-(4-(thiazol-2-yl)piperidin-1-yl)-2-(5-(2-(1-(trifluoromethyl)cyclopropane-1-carbonyl)-2,6-diazaspiro[3.4]octan-8-yl)-1,3,4-oxadiazol-2-yl)ethan-1-one C1(CCCCC1)C1=CC=C(C=C1)C(C(=O)N1CCC(CC1)C=1SC=CN1)C=1OC(=NN1)C1CNCC12CN(C2)C(=O)C2(CC2)C(F)(F)F